CN1N=C(C=C1)CS(=O)(=O)C1=CC=C(C(=O)O)C=C1 4-(((1-methyl-1H-pyrazol-3-yl)methyl)sulfonyl)benzoic acid